[(2R,3R,4R,5R)-4-acetoxy-2-[(butanoylamino)methyl]-5-[2-(2-methylpropanoyl-amino)-6-oxo-1H-purin-9-yl]tetrahydrofuran-3-yl] acetate C(C)(=O)O[C@@H]1[C@H](O[C@H]([C@@H]1OC(C)=O)N1C=2N=C(NC(C2N=C1)=O)NC(C(C)C)=O)CNC(CCC)=O